CCCCCCCCCCC=CC#N TRIDECENE-2-nitrile